naphthalen-2-yl 4-methylbenzenesulfonate trifluoroacetate FC(C(=O)O)(F)F.CC1=CC=C(C=C1)S(=O)(=O)OC1=CC2=CC=CC=C2C=C1